COC=1C=C(C=CC1)NC1=NC=2C=C(C=CC2C=2N1C=C(N2)C)C(=O)O 5-((3-Methoxyphenyl)amino)-2-methylimidazo[1,2-c]quinazoline-8-carboxylic acid